C1(=CC=CC=C1)N1C2=CC=CC=C2C=2C=CC(=CC12)C1=CN=CC2=CC=CC=C12 4-(9-phenyl-9H-carbazol-2-yl)isoquinolin